P(=O)([O-])(O)OCC[N+](C)(C)C O-phosphocholine